N-cyclopropyl-3-iodo-5,6,7,8-tetrahydroimidazo[1,2-a]pyridine-7-carboxamide C1(CC1)NC(=O)C1CC=2N(CC1)C(=CN2)I